(2R,4aS,4bR,6aS,7R,7aS,8aR,8bR,8cR,10aR)-7-((2S,3R)-3-hydroxybutan-2-yl)-6a-methyl-2-(trifluoromethyl)octadecahydrocyclopropa[4,5]cyclopenta[1,2-a]phenanthren-2-ol O[C@@H]([C@@H](C)[C@H]1[C@@H]2[C@H]([C@@H]3[C@@]1(CC[C@@H]1[C@H]4CC[C@](C[C@H]4CC[C@@H]31)(O)C(F)(F)F)C)C2)C